titanium tetrakis(n-propanol) C(CC)O.C(CC)O.C(CC)O.C(CC)O.[Ti]